CN(CCNS(=O)(=O)C1=CC=C(C(=O)O)C=C1)C 4-(N-(2-(dimethylamino)ethyl)sulfamoyl)benzoic acid